morpholinylium N1[CH+]COCC1